(1R,3S,4R)-2-(4,7-difluoro-1H-indole-2-carbonyl)-5,5-difluoro-N-((R,Z)-4-fluoro-4-(methylsulfonyl)-1-((S)-2-oxopyrrolidin-3-yl)but-3-en-2-yl)-2-azabicyclo[2.2.2]octane-3-carboxamide FC1=C2C=C(NC2=C(C=C1)F)C(=O)N1[C@H]2CC([C@@H]([C@H]1C(=O)N[C@H](C[C@H]1C(NCC1)=O)\C=C(/S(=O)(=O)C)\F)CC2)(F)F